FC(C(=O)N1CC(C1)N1N=C(C2=NC=CC(=C21)N2C=C(C=C2)C#N)C2=CC=C(C=C2)C(F)(F)F)=C 1-(1-(1-(2-fluoroacryloyl)azetidin-3-yl)-3-(4-(trifluoromethyl)phenyl)-1H-pyrazolo[4,3-b]pyridin-7-yl)-1H-pyrrole-3-carbonitrile